ethyl N5-methyl-N2-(nonanoyl-L-leucyl)-L-glutaminate CNC(CC[C@H](NC([C@@H](NC(CCCCCCCC)=O)CC(C)C)=O)C(=O)OCC)=O